11-hydroxy-icosanoic acid OC(CCCCCCCCCC(=O)O)CCCCCCCCC